C(C=C)(=O)N1CC(CCC1C)NC1=C2C(=NC=C1C(=O)OCCOC)NC=C2 2-methoxyethyl 4-((1-acryloyl-6-methylpiperidin-3-yl)amino)-1H-pyrrolo[2,3-b]pyridine-5-carboxylate